BrC=1C=C(C=CC1)OC1=CC=C(C=C1)S(=O)(=O)NCCCC1=CNC2=CC=C(C=C12)Cl 4-(3-bromophenyloxy)-N-(3-(5-chloro-1H-indol-3-yl)propyl)benzenesulfonamide